7-[2-amino-4-[(4-methylpiperazin-1-yl)methyl]phenyl]sulfanyl-2-(ethoxymethyl)-6-methyl-1H-imidazo[4,5-c]pyridin-4-amine NC1=C(C=CC(=C1)CN1CCN(CC1)C)SC=1C2=C(C(=NC1C)N)N=C(N2)COCC